3-[(3R)-4,4-difluorotetrahydrofuran-3-yl]-1-[(1R)-1-(3,5-dimethyl-4-pyridyl)ethyl]-1-methyl-urea FC1([C@@H](COC1)NC(N(C)[C@H](C)C1=C(C=NC=C1C)C)=O)F